C(C)(=O)N1C[C@@H]([C@@H](C1)NC=1N=CC2=C(N1)C(=NC(=C2)C2=C(C(=CC(=C2Cl)OC)OC)Cl)NC2COCC2)NC(C=C)=O N-((3S,4R)-1-acetyl-4-((6-(2,6-di-chloro-3,5-dimethoxyphenyl)-8-((tetra-hydrofuran-3-yl)amino)pyrido[3,4-d]pyrimidin-2-yl)amino)pyrrolidin-3-yl)acrylamide